CC1=CC=2SC3=CC=C(C=C3SC2C=C1)C 2,7-dimethylthianthrene